FC=1C(=NC=CC1)N1C(C2=C(N=C(N=C2)SC)C(=C1)C#CCOC)=O 6-(3-fluoropyridin-2-yl)-8-(3-methoxypropan-1-yn-1-yl)-2-(methylthio)pyrido[4,3-d]pyrimidin-5(6H)-one